mono-lithium nitrilotriacetate N(CC(=O)O)(CC(=O)O)CC(=O)[O-].[Li+]